N[C@H](C(=O)O)CCCCCCCC (S)-2-aminodecanoic acid